CC=1C=C2C(=CNC2=CC1)C1N(CCC2=CC(=CC=C12)C1=CC=CC=C1)C(=O)N (5-methyl-1H-indol-3-yl)-6-phenyl-3,4-dihydroisoquinoline-2(1H)-carboxamide